C(#N)C1=NC=CC=C1C1=C(C=C2CCN3C(C2=C1)=C(N=C3C(=O)OCC)C3=CC=C(C=C3)F)OC ethyl 9-(2-cyanopyridin-3-yl)-1-(4-fluorophenyl)-8-methoxy-5,6-dihydroimidazo[5,1-a]isoquinoline-3-carboxylate